methyl-N4-((1S,2S)-2-methylcyclopropyl)pyridine-2,4-dicarboxamide CC=1C(=NC=CC1C(=O)N[C@@H]1[C@H](C1)C)C(=O)N